C1(OCC2=CC=C(C=C2)CO1)=O 4-xylylene carbonate